6β-hydroxyandrostane-3,17-dione O[C@@H]1C[C@H]2[C@@H]3CCC([C@@]3(C)CC[C@@H]2[C@]2(CCC(CC12)=O)C)=O